2-(2-phenylquinoline-6-yl)propane-2-ol C1(=CC=CC=C1)C1=NC2=CC=C(C=C2C=C1)C(C)(C)O